potassium 4-chloro-8-quinolinesulfonate ClC1=CC=NC2=C(C=CC=C12)S(=O)(=O)[O-].[K+]